CN1CC(C(C=C1)=O)C(=O)N Dihydro-1-Methyl-4-Oxo-3-Pyridinecarboxamide